3-((4-(2-(benzyloxy)-4-(trifluoromethyl)phenyl)pyrazolo[1,5-d][1,2,4]triazin-7-yl)amino)piperidine-1-carboxylate C(C1=CC=CC=C1)OC1=C(C=CC(=C1)C(F)(F)F)C=1C=2N(C(=NN1)NC1CN(CCC1)C(=O)[O-])N=CC2